2-(6-oxa-3-azabicyclo[3.1.1]heptan-3-yl)ethyl (1-hydroxy-7-methyl-1,3-dihydrobenzo[c][1,2]oxaborole-6-carbonyl)-L-valinate OB1OCC2=C1C(=C(C=C2)C(=O)N[C@@H](C(C)C)C(=O)OCCN2CC1OC(C2)C1)C